FC(C(=O)O)(F)F.BrC1=CC=CC=2C=3C(CN(C3C=CC21)C(NCC)=N)C 6-Bromo-N-ethyl-1-methyl-1,2-dihydro-3H-benzo[e]indole-3-carboximidamide 2,2,2-trifluoroacetic acid salt